tert-butyl 3',7'-di(azetidin-1-yl)-3-oxo-3H-dispiro[isobenzofuran-1,10'-dibenzo[b,e]siline-5',1''-silinane]-6-carboxylate N1(CCC1)C=1C=CC2=C(C1)[Si]1(CCCCC1)C1=C(C23OC(C2=CC=C(C=C23)C(=O)OC(C)(C)C)=O)C=CC(=C1)N1CCC1